CSC1=C(C(N)(N)SC)C=CC=C1 di(methylthio)-toluenediamine